FC1=CC=C(C=C1)C(NC(CCCC)=O)C1=CC(=C2C=CC=NC2=C1O)[N+](=O)[O-] N-[(4-fluorophenyl)(8-hydroxy-5-nitroquinolin-7-yl)methyl]pentanamide